7-ethyl-4-(4-fluoro-3-(6-methoxy-2-(tetrahydro-2H-pyran-4-yl)-2H-indazol-5-yl)phenyl)-7H-imidazo[4,5-c]Pyridazine C(C)N1C=NC2=C1N=NC=C2C2=CC(=C(C=C2)F)C2=CC1=CN(N=C1C=C2OC)C2CCOCC2